6-[4-tert-Butyl-2-methyl-5-(trifluoromethyl)phenyl]-2-methyl-3-methylsulfonyl-1H-pyridin C(C)(C)(C)C1=CC(=C(C=C1C(F)(F)F)C1=CC=C(C(N1)C)S(=O)(=O)C)C